2-dimethylamino-2-benzyl-1-(4-piperidyl)1-butanone CN(C(C(=O)C1CCNCC1)(CC)CC1=CC=CC=C1)C